Cl.N[C@@H]1CN(CC[C@H]1F)C1=NC2=C(N1[C@H](C)C1=NC=C(C=C1)C#N)C=C(C=C2)C#N 2-((3R,4R)-3-Amino-4-fluoropiperidin-1-yl)-1-((R)-1-(5-cyanopyridin-2-yl)ethyl)-1H-benzo[d]imidazol-6-carbonitril-hydrochlorid